N-(6-Methoxy-2-pyridyl)-1-methyl-2-oxo-quinoline-3-carboxamide COC1=CC=CC(=N1)NC(=O)C=1C(N(C2=CC=CC=C2C1)C)=O